N-(1,1-dioxido-2,3-dihydrothiophen-3-yl)-2-naphthamide O=S1(CC(C=C1)NC(=O)C1=CC2=CC=CC=C2C=C1)=O